CN(C(=O)C1=CC=C(C=C1)C1=CC=CC=C1)C 4'-(Dimethylcarbamoyl)biphenyl